1-trimethoxysilylethyl-9-bis(methyldiethoxysilylpropylamino)methylsilylethyl-1,1,3,3,5,5,7,7,9,9-Decamethylpentasiloxane CO[Si](C(C)[Si](O[Si](O[Si](O[Si](O[Si](C)(C)CC[SiH2]C(NCCC[Si](C)(OCC)OCC)NCCC[Si](OCC)(OCC)C)(C)C)(C)C)(C)C)(C)C)(OC)OC